1-(3,3-Difluoroazetidin-1-yl)-2-(pyrimidin-5-yl)prop-2-en-1-one FC1(CN(C1)C(C(=C)C=1C=NC=NC1)=O)F